N-(1-(3,3-difluorocyclobutyl)piperidin-4-yl)-4-methoxy-5-(quinoxalin-6-yl)pyrrolo[2,1-f][1,2,4]triazin-2-amine FC1(CC(C1)N1CCC(CC1)NC1=NN2C(C(=N1)OC)=C(C=C2)C=2C=C1N=CC=NC1=CC2)F